N1N=NC(=C1)CNC(=O)[C@H]1N2C3=C(C=CC=C3C1)CC[C@@H](C2=O)NC([C@H]([C@H](CC)C)NC(=O)C2=NC=CC=C2)=O (2S,5S)-5-{(2S,3S)-3-Methyl-2-[(pyridine-2-carbonyl)-amino]-pentanoylamino}-4-oxo-1,2,4,5,6,7-hexahydro-azepino[3,2,1-hi]indole-2-carboxylic acid (1H-[1,2,3]triazol-4-ylmethyl)-amide